methyl 2-methyl-4-(methylthio)-7-oxo-7,8-dihydropyrido[2,3-d]pyrimidine-6-carboxylate CC=1N=C(C2=C(N1)NC(C(=C2)C(=O)OC)=O)SC